5-(4-hydroxy-5,5-dimethylpiperidin-3-yl)-4-methylisobenzofuran-1(3H)-one hydrochloride Cl.OC1C(CNCC1(C)C)C=1C(=C2COC(C2=CC1)=O)C